COC1=C(C(=O)P(C2=CC=CC=C2)(C(C2=C(C=C(C(=C2)OC)OC)OC)=O)=O)C=C(C(=C1)OC)OC bis(2,4,5-trimethoxybenzoyl)phenylphosphine oxide